C(CC)NCCC Di-n-propyl-amine